CC=1C=C2C(C(NC2=CC1)=O)=NN=C1SCC(N1C1=CC=C(C=C1)C(C)(C)C)=O 5-methyl-3-(2-(3-(4-tert-butylphenyl)-4-oxothiazolidin-2-ylidene)hydrazono)-1H-indol-2-one